5-t-butylperoxybenzoate C(C)(C)(C)C=1C=CC=C(C(=O)O[O-])C1